C(C)OC(C(C(C(F)(F)F)=O)=COCC)=O 2-Ethoxymethylene-3-Oxo-4,4,4-Trifluorobutyric Acid Ethyl Ester